C(C=C)(=O)NCC1=C(CNC(C=C)=O)C(=C(C(=C1CCN)CNC(C=C)=O)O)O N-[2,4-bis-(acrylamidomethyl)-3-(2-aminoethyl)-5,6-dihydroxybenzyl]-acrylamide